FC1=C(C(=CC=C1C=1C=NN(C1)C)C=1N=NC(=CC1)O[C@@H]1[C@@H]([C@H]2CCC[C@@H](C1)N2)F)O 2-fluoro-6-(6-(((1r,2r,3s,5s)-2-fluoro-9-azabicyclo[3.3.1]non-3-yl)oxy)pyridazin-3-yl)-3-(1-methyl-1H-pyrazol-4-yl)phenol